1,2,3-trimethyl-4,5,6,7-tetrahydro-1H-benzo[d]imidazol-3-ium iodide [I-].CN1C(=[N+](C2=C1CCCC2)C)C